BrC=1C(=C(C(=C(C1)F)[N+](=O)[O-])N(C(OC(C)(C)C)=O)C(=O)OC(C)(C)C)F tert-Butyl N-(3-bromo-2,5-difluoro-6-nitrophenyl)-N-(tert-butoxycarbonyl)carbamate